(2R,4S)-tert-butyl 4-(3-((1H-indazol-5-yl)ethynyl)-4-amino-1H-pyrazolo[3,4-d]pyrimidin-1-yl)-2-(methoxymethyl)pyrrolidine-1-carboxylate N1N=CC2=CC(=CC=C12)C#CC1=NN(C2=NC=NC(=C21)N)[C@H]2C[C@@H](N(C2)C(=O)OC(C)(C)C)COC